8-fluoro-7-(8-fluoronaphthalen-1-yl)-2-((hexahydro-1H-pyrrolizin-7a-yl)methoxy)-4-(2-methyl-7,8-dihydro-4H-pyrazolo[1,5-a][1,4]diazepin-5(6H)-yl)pyrido[4,3-d]pyrimidine FC1=C(N=CC2=C1N=C(N=C2N2CC=1N(CCC2)N=C(C1)C)OCC12CCCN2CCC1)C1=CC=CC2=CC=CC(=C12)F